BrC(C(C=C(Cl)Cl)=O)Br 1,1-dibromo-4,4-dichlorobut-3-en-2-one